(S)-N-((3-amino-5-(4-fluorophenyl)-6-(3-methylimidazo[1,2-a]pyridin-6-yl)pyrazin-2-yl)methyl)-1-methylpyrrolidine-2-carboxamide NC=1C(=NC(=C(N1)C1=CC=C(C=C1)F)C=1C=CC=2N(C1)C(=CN2)C)CNC(=O)[C@H]2N(CCC2)C